ClC1=C(C=CC=C1)C(OC=1C=NC(=NC1)C(=O)N[C@H](C)\C=C\S(=O)(=O)C)C1CC1 5-((2-chlorophenyl)(cyclopropyl)methoxy)-N-((R,E)-4-(methylsulfonyl)but-3-en-2-yl)pyrimidine-2-carboxamide